(S)-7-fluoro-8-(6-(3-(3-fluoropyrrolidin-1-yl)propoxy)pyridin-3-yl)-1-isopropyl-3-methyl-1H-imidazo[4,5-c]cinnolin-2(3H)-one FC=1C(=CC=2C3=C(N=NC2C1)N(C(N3C(C)C)=O)C)C=3C=NC(=CC3)OCCCN3C[C@H](CC3)F